CN1C(C2=C(C(=C1)C(C)C1=CC=C(C=C1)N1CCN(CC1)C)C=C(N2C2=C(C=CC=C2)C)C=2C=NN(C2)C2COC2)=O 6-methyl-4-(1-(4-(4-methylpiperazin-1-yl)phenyl)ethyl)-2-(1-(oxetan-3-yl)-1H-pyrazol-4-yl)-1-tolyl-1,6-dihydro-7H-pyrrolo[2,3-c]pyridin-7-one